Cl.CC1=CC2=C(N=N1)N(C=C2)C2CNCCC2 methyl-7-(piperidin-3-yl)-7H-pyrrolo[2,3-c]pyridazine hydrochloride